(S)-5-amino-4-(5-(((2R,3S)-3-aminotetrahydro-2H-pyran-2-yl)methyl)-1-oxoisoindolin-2-yl)-5-oxopentanoic acid tert-butyl ester C(C)(C)(C)OC(CC[C@@H](C(=O)N)N1C(C2=CC=C(C=C2C1)C[C@H]1OCCC[C@@H]1N)=O)=O